3,5-difluoro-3'-methoxybiphenyl FC=1C=C(C=C(C1)F)C1=CC(=CC=C1)OC